F/C(/C(=O)[O-])=C\C fluorocrotonate